C(CCCCCCC)OC(CCCCCCCCC)=O.[Nd] Neodymium octyldecanoate